FC1=C(C(=O)O)C=C(C=C1)B1OC(C(O1)(C)C)(C)C 2-fluoro-5-(tetramethyl-1,3,2-dioxaborolan-2-yl)benzoic acid